4-acetoxy-3-(N,N-dimethylaminoethyl)indole tert-butyl-N-(3-cyano-4,5,6,7-tetrahydro-2-benzothiophen-5-yl)carbamate C(C)(C)(C)OC(NC1CC=2C(=CSC2C#N)CC1)=O.C(C)(=O)OC1=C2C(=CNC2=CC=C1)CCN(C)C